CS(=O)(=O)OCC[C@H](C=1C=NC(=CC1)C1=CN=NC=C1)NC(=O)OC(C)(C)C (R)-3-((tert-butoxycarbonyl)amino)-3-(6-(pyridazin-4-yl)pyridin-3-yl)propyl methanesulfonate